4-(chloropropoxy)-2-methoxyphenol ClCCCOC1=CC(=C(C=C1)O)OC